FC1=CC=C(C=C1)C#CC=1C=C(C=CC1C=1C=C2C=CN=CC2=CC1)NC(OC1=CC=CC=C1)=O Phenyl (3-((4-fluorophenyl)ethynyl)-4-(isoquinolin-6-yl)phenyl)carbamate